C(C)(C)(C)C=1C=C(C=2NC3=CC=C(C=C3C2C1)C(C)(C)C)C1=CC(=CC2=CC=CC=C12)N(C1=CC=2C3=CC=CC=C3C3=CC=CC=C3C2C=C1)C1=CC=2C3=CC=CC=C3C3=CC=CC=C3C2C=C1 N-(4-(3,6-di-tert-butyl-9H-carbazol-1-yl)naphthalen-2-yl)-N-(triphenylen-2-yl)triphenylen-2-amine